BrC1=C(C=2N=C(N=C3N(CCOC(=C1Cl)C32)C(C)C3C(C3)C#N)SC)F 2-{1-[7-bromo-8-chloro-6-fluoro-3-(methylsulfanyl)-10-oxa-2,4,13-triazatricyclo[7.4.1.0^{5,14}]tetradeca-1,3,5(14),6,8-pentaen-13-yl]ethyl}cyclopropane-1-carbonitrile